rac-(3-(4-(4,7-dichloro-2-(1-((R)-6-fluoro-6,7-dihydro-5H-pyrrolo[1,2-c]imidazol-1-yl)-2-oxo-2-(thiazol-2-ylamino)ethyl)-2H-indazol-6-yl)phenyl)cyclobutyl)methyl methanesulfonate CS(=O)(=O)OCC1CC(C1)C1=CC=C(C=C1)C=1C=C(C2=CN(N=C2C1Cl)[C@@H](C(NC=1SC=CN1)=O)C1=C2N(C=N1)C[C@@H](C2)F)Cl |&1:26|